NC1CN(CC(C1)C)C(=O)C1=CC2=C(N(C(=N2)C=2N(C3=CC=CC=C3C2)CC)C)C=C1 (3-Amino-5-methylpiperidin-1-yl)(2-(1-ethyl-1H-indol-2-yl)-1-methyl-1H-benzo[d]imidazol-5-yl)methanon